ClC1=C(C=C(OCC(=O)NC23C(CC(CC2)(CC3)NC(CC3=CC=C(C=C3)OC(F)(F)F)=O)O)C=C1)F 2-(4-chloro-3-fluorophenoxy)-N-(2-hydroxy-4-{2-[4-(trifluoromethoxy)phenyl]acetamido}bicyclo[2.2.2]octan-1-yl)acetamide